COC(C(C(=O)O)=O)(C)C1=CC=CC=C1 methoxyphenyloxobutanoic acid